(E)-(5,6-dihydro-[1,4,2]-dioxazin-3-yl)-(2-hydroxyphenyl)-methanone-O-methyloxime CO\N=C(/C1=C(C=CC=C1)O)\C1=NOCCO1